IC=1C(=CC2=C(OCO2)C1)SC1=NC(=C2N=CNC2=N1)N ((6-iodobenzo[d][1,3]dioxol-5-yl)thio)-9H-purin-6-amine